Sodium N-(4-chloro-2-fluorophenyl)sulfamate ClC1=CC(=C(C=C1)NS([O-])(=O)=O)F.[Na+]